(R)-N-(8,9-difluoro-6-oxo-1,4,5,6-tetrahydro-2H-pyrano[3,4-c]isoquinolin-1-yl)-8-fluoro-N-methylindolizine-2-carboxamide FC=1C(=CC=2C3=C(NC(C2C1)=O)COC[C@@H]3N(C(=O)C=3C=C1C(=CC=CN1C3)F)C)F